tert-butyl (R)-(3-(5-chloro-2-methoxyphenyl)-5-oxopentyl)(methyl)carbamate ClC=1C=CC(=C(C1)[C@H](CCN(C(OC(C)(C)C)=O)C)CC=O)OC